NC1=C(N=CC(=N1)N1CC2C(C2CC1)(C1=CC=CC=C1)CNC(OCC1=CC=CC=C1)=O)SC=1C(=NC=CC1)C(F)(F)F benzyl ((3-(6-amino-5-((2-(trifluoromethyl)pyridin-3-yl)thio)pyrazin-2-yl)-7-phenyl-3-azabicyclo[4.1.0]heptan-7-yl)methyl)carbamate